[1]benzofuro[3,2-d]pyrimidine N1=CN=CC2=C1C1=C(O2)C=CC=C1